FC(S(=O)(=O)OC1=CC2(C=CC(C1)(O2)CO[Si](C)(C)C(C)(C)C)CO[Si](C)(C)C(C)(C)C)(F)F [1,5-bis[[tert-butyl(dimethyl)silyl]oxymethyl]-8-oxabicyclo[3.2.1]octa-2,6-dien-3-yl] trifluoromethanesulfonate